ClC1=C(C(=O)NCC(=O)N[C@@H](CC(C)C)B2OC(COCC(O2)=O)=O)C=C(C=C1)Cl (R)-2,5-dichloro-N-(2-((1-(4,8-dioxo-1,3,6,2-trioxaborocan-2-yl)-3-methylbutyl)amino)-2-oxoethyl)benzamide